2-(6-azaspiro[2.5]octan-6-yl)-6-((1,3-dihydroxy-2-methyl-2-propanyl)amino)-N-(6-((2-methyl-2-propanyl)sulfamoyl)-2-pyridinyl)-3-pyridinecarboxamide C1CC12CCN(CC2)C2=NC(=CC=C2C(=O)NC2=NC(=CC=C2)S(NC(C)(C)C)(=O)=O)NC(CO)(CO)C